FCCCCCCC1=CC(=C(C=C1C)OC)OC 2-(6-fluorohexyl)-5,6-dimethoxy-3-methylbenzene